CN1N=CC(=C1)N1N=C(C=C(C1=O)C(=O)O)C1=CC=C(C=C1)S(=O)(=O)C 2-(1-methyl-1H-pyrazol-4-yl)-6-(4-(methylsulfonyl)phenyl)-3-oxo-2,3-dihydropyridazine-4-carboxylic acid